(7S)-2-Benzyl-7-methyl-3-[(3S)-piperidin-3-yl]-3H,6H,7H,8H,9H-imidazo[4,5-f]chinolin C(C1=CC=CC=C1)C=1N(C=2C(=C3CC[C@@H](NC3=CC2)C)N1)[C@@H]1CNCCC1